(3-Fluoro-4-nitrophenyl)(methyl)sulfane FC=1C=C(C=CC1[N+](=O)[O-])SC